FC=1C=C(C=CC1)N1N=C(C=C(C1=O)C(=O)N[C@@H](CO)C)C1=CC=C(C=C1)C(F)(F)F 2-(3-fluorophenyl)-N-[(2R)-1-hydroxypropan-2-yl]-3-oxo-6-[4-(trifluoromethyl)phenyl]-2,3-dihydropyridazine-4-carboxamide